4,4-difluorobut-3-en-1-yl 2-(3,5-dimethyl-1H-1,2,4-triazol-1-yl)acetate CC1=NN(C(=N1)C)CC(=O)OCCC=C(F)F